2-methyl-pyrimidine CC1=NC=CC=N1